FC(C1=CC=C(C=C1)/C=C/CN1CC2(CS(C2)(=O)=O)CC1)(F)F (E)-6-(3-(4-(trifluoromethyl)phenyl)allyl)-2-thia-6-azaspiro[3.4]octane-2,2-dioxide